methyl 2-bromomethyl-6-(3-chloro-phenyl)-nicotinate BrCC1=C(C(=O)OC)C=CC(=N1)C1=CC(=CC=C1)Cl